BrC=1C(=CC(=C(C1)S(=O)(=O)N[C@@H](CNC1=CC=CC=C1)C1CCCCC1)F)F (R)-5-bromo-N-(1-cyclohexyl-2-(phenylamino)ethyl)-2,4-difluorobenzenesulfonamide